N-(4-(4-aminocyclohex-1-en-1-yl)-1-p-toluenesulfonyl-1H-pyrrolo[2,3-b]pyridin-6-yl)cyclopropylcarboxamide NC1CC=C(CC1)C1=C2C(=NC(=C1)NC(=O)C1CC1)N(C=C2)S(=O)(=O)C2=CC=C(C)C=C2